C1(CC1)C(CNC=1N=CC2=C(N1)NC=C2C2=CC1=C(N=C(S1)C)C=C2)(F)F N-(2-cyclopropyl-2,2-difluoroethyl)-5-(2-methylbenzo[d]thiazol-6-yl)-7H-pyrrolo[2,3-d]pyrimidin-2-amine